C(C)(=O)OCC1=CC=C(C=C1)N1C(=NC=2C1=NC(=CC2)B(O)O)C2=NC=CN=C2N (3-(4-(acetoxymethyl)phenyl)-2-(3-aminopyrazin-2-yl)-3H-imidazo[4,5-b]pyridin-5-yl)boronic acid